C[C@@H]1NC[C@@H](NC1)CCS 2-[(2S,5S)-5-methylpiperazin-2-yl]ethane-1-thiol